potassium [(5-chloro-2-methoxyphenyl)sulfonyl]{(8R,9aR)-8-[(methoxycarbonyl)amino]-5-oxo-8,9,9a,10-tetrahydro-5H,7H-pyrido[3,2-f]pyrrolo[2,1-c][1,4]oxazepin-3-yl}azanide ClC=1C=CC(=C(C1)S(=O)(=O)[N-]C1=CC=2C(N3[C@@H](COC2N=C1)C[C@H](C3)NC(=O)OC)=O)OC.[K+]